(S)-N-((R)-1-(1-(phenylsulfonyl)-1H-pyrrolo[3,2-c]pyridin-2-yl)ethyl)-2-azaspiro[4.5]decane-3-carboxamide hydrochloride Cl.C1(=CC=CC=C1)S(=O)(=O)N1C(=CC=2C=NC=CC21)[C@@H](C)NC(=O)[C@H]2NCC1(C2)CCCCC1